C(C)(C)(C)OC(N(C)CC1=CN(C(=C1)C1=C(C=CC=C1)F)S(=O)(=O)C=1C=NC=C(C1)SC)=O tert-butyl((5-(2-fluorophenyl)-1-((5-(methylthio)pyridin-3-yl)sulfonyl)-1H-pyrrol-3-yl)methyl)(methyl)carbamate